CC(C)=CCCC(=CCCC(=CCCC=C(CCC=C(C=CCC(C)C)C)C)C)C 2,6,10,15,19,23-hexamethyl-2,6,10,14,18,20-tetracosahexaene